2-amino-9-hydroxymethyl-3-oxo-3H-phenoxazine-1-carboxylic acid isopropyl ester C(C)(C)OC(=O)C1=C(C(C=C2OC3=CC=CC(=C3N=C12)CO)=O)N